BrC1=CC=C(C=C1)C1=NN(N=C1)C 4-(4-bromophenyl)-2-methyl-2H-1,2,3-triazole